3-(2'-hydroxy-4'-diethylaminophenyl)-3-(2'-methoxy-5-methylphenyl)phthalide sodium [Na].OC1=C(C=CC(=C1)N(CC)CC)C1(OC(=O)C2=CC=CC=C12)C1=C(C=CC(=C1)C)OC